4'-carboxy(1,1'-biphenyl-4-yl)benzene C(=O)(O)C1=CC=C(C=C1)C1=CC=C(C=C1)C1=CC=CC=C1